BrC1=CC=C2C(=N1)C(=CN2S(=O)(=O)C2=CC=C(C)C=C2)C2CC2 5-Bromo-3-cyclopropyl-1-p-toluenesulfonyl-1H-pyrrolo[3,2-b]pyridine